NC=1C2=C(N=CN1)N(C(=C2C2=CC=C(C=C2)OC2=CC=CC=C2)C#CC2CC(C2)NC(C=C)=O)C2COCC2 N-(3-((4-amino-5-(4-phenoxyphenyl)-7-(tetrahydrofuran-3-yl)-7H-pyrrolo[2,3-d]pyrimidin-6-yl)ethynyl)cyclobutyl)acrylamide